C(C)(C)(C)C1=CC=C(C=C1)C(C1CO1)OC(C1CO1)C1=CC=C(C=C1)C(C)(C)C p-tert.-Butylphenylglycidylether